P(=O)(O)(O)CCC[N+]1=CC=C(C=C1)C1=CC=[N+](C=C1)CCCP(=O)(O)O 1,1'-bis(3-phosphonopropyl)-[4,4'-bipyridine]-1,1'-diium